FC=1C=C(C(=NC1)C1(CCNCC1)F)C=1C=NN(C1)C 5-fluoro-2-(4-fluoro-4-piperidyl)-3-(1-methylpyrazol-4-yl)pyridine